C[C@H]1[C@@H](CCNCC1)NC(OC(C)(C)C)=O trans-tert-butyl (5-methylazepan-4-yl)carbamate